2,4-difluoro-N-(2-methoxy-5-(4-(1,2,3,6-tetrahydropyridin-4-yl)quinazolin-6-yl)pyridine-3-yl)benzenesulfonamide trifluoroacetate FC(C(=O)O)(F)F.FC1=C(C=CC(=C1)F)S(=O)(=O)NC=1C(=NC=C(C1)C=1C=C2C(=NC=NC2=CC1)C=1CCNCC1)OC